N=1N(N=C2C1C=CC=C2)C=2C=C(C=C(C2O)C(C)(C)C)CCC(=O)OC(CCC2=CC(=C(C(=C2)C(C)(C)C)O)N2N=C1C(=N2)C=CC=C1)=O 3-(3-(2H-benzotriazol-2-yl)-5-tert-butyl-4-hydroxyphenyl)-1-oxopropyl ether